N(N)=C1C2=C(NC=N1)N(C=C2)[C@@H]2O[C@@H]([C@H]([C@H]2O)O)[C@@H](C#CC(F)(F)F)O (2R,3R,4S,5R)-2-(4-hydrazineylidene-1,4-dihydro-7H-pyrrolo[2,3-d]pyrimidin-7-yl)-5-((R)-4,4,4-trifluoro-1-hydroxybut-2-yn-1-yl)tetrahydrofuran-3,4-diol